4-(bromomethyl)benzamide BrCC1=CC=C(C(=O)N)C=C1